C(N)(=O)C=1C=C(SC1)NC(=O)C=1C(=NC2=CC(=CC=C2C1)F)N1CCC(CCC1)(F)F N-(4-carbamoylthiophen-2-yl)-2-(4,4-difluoroazepan-1-yl)-7-fluoroquinoline-3-carboxamide